diethoxyzinc tert-butyl-(2S)-2-{[(4-cyanopyridin-3-yl)oxy]methyl}morpholine-4-carboxylate C(C)(C)(C)OC(=O)N1C[C@H](OCC1)COC=1C=NC=CC1C#N.C(C)O[Zn]OCC